FC1(CCC(CC1)NCCC[C@@H](C)OC1=NC(=CC=C1S(=O)(=O)N1[C@@H](CCC1)C(=O)O)C)F ((2-(((R)-5-((4,4-Difluorocyclohexyl)amino)pentan-2-yl)oxy)-6-methylpyridin-3-yl)sulfonyl)-L-proline